2-((1S,4R,5R)-5-(5-(7,8-dimethyl-[1,2,4]triazolo[1,5-a]pyridin-6-yl)-4-isopropyl-3-methyl-6H-thieno[2,3-b]pyrrol-2-yl)-2-azabicyclo[2.2.1]heptan-2-yl)acetic acid CC1=C(C=2N(C=C1C1=C(C3=C(N1)SC(=C3C)[C@H]3[C@@H]1CN([C@H](C3)C1)CC(=O)O)C(C)C)N=CN2)C